NC1=CC=C(C=C2C(C(CC(C2)CC)=CC2=CC=C(C=C2)N)=O)C=C1 2,6-bis-(4-aminobenzylidene)-4-ethyl-cyclohexanone